1-propenyl-2-cyclohexyloxyethane C(=CC)CCOC1CCCCC1